[Br-].C(C(=C)C)(=O)NCCC[N+](C)(C)C 3-(methacryloylamino)propyltrimethylammonium bromide